2-hexyl-2,4-pentanediol C(CCCCC)C(C)(CC(C)O)O